2-[[8-(3,5-dimethoxyphenyl)-3-oxo-1H-benzo[e]isoindol-2-yl]methyl]prop-2-enamide COC=1C=C(C=C(C1)OC)C=1C=CC2=C(C=3CN(C(C3C=C2)=O)CC(C(=O)N)=C)C1